CNC1=NC(=NN1C1=CC=C(C=C1)OC(F)(F)F)C1=CC=C(C=O)C=C1 4-[5-(methylamino)-1-[4-(trifluoromethoxy)phenyl]-1,2,4-triazol-3-yl]benzaldehyd